bis(2-ethylhexyl) α,β-diisopropyldodecanedioate C(C)(C)C(C(=O)OCC(CCCC)CC)C(CCCCCCCCC(=O)OCC(CCCC)CC)C(C)C